4-fluoro-2-(pyridin-2-yl)-5-(4,4,5,5-tetramethyl-1,3,2-dioxaborolan-2-yl)aniline FC1=CC(=C(N)C=C1B1OC(C(O1)(C)C)(C)C)C1=NC=CC=C1